C(=O)(O)C1=CC=C(C=C1)C(C(F)(F)F)(C(F)(F)F)C1=CC=C(C=C1)C(=O)O 2,2-bis-(4-carboxyphenyl)-hexafluoropropane